CN1CCN(CC1)CC1=NC=C(C=C1)[N+](=O)[O-] 1-methyl-4-((5-nitropyridin-2-yl)methyl)piperazine